BrC=1C=C(C=CC1)C1(CCCC1)C(=O)NNC(NC)=S 1-(3-bromophenyl)-N-[(methylcarbamothioyl)amino]cyclopentane-1-carboxamide